ClC1=C(C=CC(=C1)OCCN1CCN(CC1)C)C1=NC2=C(N1CC1=CC(=CC=C1)Cl)C=CC(=C2)O 2-(2-Chloro-4-(2-(4-methylpiperazin-1-yl)ethoxy)phenyl)-1-(3-chlorobenzyl)-1H-benzo[d]imidazol-5-ol